diisopropoxydi(ethoxyacetoacetyl)titanium C(C)(C)O[Ti](C(CC(=O)COCC)=O)(C(CC(=O)COCC)=O)OC(C)C